1-(4-amino-6-methylpyridin-2-yl)-1H-pyrazole-4-carbaldehyde NC1=CC(=NC(=C1)C)N1N=CC(=C1)C=O